CC1=NN=C(N=N1)C1=CC=C(C=C1)CN [4-(6-methyl-1,2,4,5-tetrazin-3-yl)phenyl]methanamine